(S)-2-(4-amino-8-(3-hydroxy-2,6-dimethylphenyl)pyrido[3,4-d]pyrimidin-6-yl)-1-morpholinoethan-1-one NC=1C2=C(N=CN1)C(=NC(=C2)CC(=O)N2CCOCC2)C2=C(C(=CC=C2C)O)C